COC[C@@]1(CN(C=2N=C(N=CC21)NC2=CC=C(C=C2)N2CCN(CC2)C)C2=NN(C=C2)C)C (S)-5-(methoxymethyl)-5-methyl-7-(1-methyl-1H-pyrazol-3-yl)-N-(4-(4-methylpiperazin-1-yl)phenyl)-6,7-dihydro-5H-pyrrolo[2,3-d]pyrimidin-2-amine